C(N)(=O)C=1C=C(C=CC1F)NC(=O)[C@H]1O[C@]([C@@H]([C@H]1C1=C(C(=C(C=C1)F)F)OC)C)(C(F)(F)F)C (2S,3S,4R,5R)-N-(3-carbamoyl-4-fluoro-phenyl)-3-(3,4-difluoro-2-methoxy-phenyl)-4,5-dimethyl-5-(trifluoromethyl)tetrahydrofuran-2-carboxamide